C1(CC1)C=1C=C2C=CNC(C2=C(C1)F)=O 6-cyclopropyl-8-fluoroisoquinolin-1(2H)-one